(1R)-2-(5-(4,4,5,5-tetramethyl-1,3,2-dioxaborolan-2-yl)pyrimidin-2-yl)cyclopentan-1-carboxylic acid CC1(OB(OC1(C)C)C=1C=NC(=NC1)C1[C@@H](CCC1)C(=O)O)C